6-chloro-4-isopropyl-2,7-naphthyridin-1-yl trifluoromethanesulfonate FC(S(=O)(=O)OC1=NC=C(C2=CC(=NC=C12)Cl)C(C)C)(F)F